C(C)(=O)OCOC=1C(=NC=CC1OC)C(=O)N[C@@H](C)C(=O)O[C@@H](C)C1(CC1)C1=CC=CC2=CC=CC=C12 (1S)-1-[1-(naphthalen-1-yl)cyclopropyl]ethyl N-([3-(acetoxymethoxy)-4-methoxypyridin-2-yl]carbonyl)-L-alaninate